C(C)(C)(C)OC(=O)N1CC2(C1)CC(C2)[C@H](C)N 6-[(1S)-1-aminoethyl]-2-azaspiro[3.3]heptane-2-carboxylic acid tert-butyl ester